NCCC[Si](OCC)(OCC)OCC γ-aminopropyltriethoxysilane